Pyrimidine-6-methanol N1=CN=CC=C1CO